N1C=C(C2=CC=CC=C12)\C=C/1\C(N(C(S1)=O)CCCCCC(=O)O)=O (Z)-6-(5-((1H-indol-3-yl)methylene)-2,4-dioxothiazolidin-3-yl)hexanoic acid